N1CC(C1)C1(CC1)NC(NC=1C=C(CNC([C@@H](CC)OC2=NC=C(C=C2Cl)Cl)=O)C=CC1)=O (R)-N-(3-(3-(1-(azetidin-3-yl)cyclopropyl)ureido)benzyl)-2-((3,5-dichloropyridin-2-yl)oxy)butanamide